C(C)(=O)N(C(O)=O)C1=NN2C(C=CC(=C2)C(F)(F)F)=C1I N-acetyl-N-[3-iodo-6-(trifluoromethyl)pyrazolo[1,5-a]Pyridin-2-yl]Carbamic acid